C(C)(C)(C)OC(=O)N1[C@@H](CCC1)C(NCC=1C=C2CN(C(C2=CC1)=O)C1C(NC(CC1)=O)=O)=O (2S)-2-(((2-(2,6-dioxopiperidin-3-yl)-1-oxoisoindolin-5-yl)methyl)carbamoyl)pyrrolidine-1-carboxylic acid tert-butyl ester